CC(C)(CC1=NC(=NO1)C=1SC=C(N1)C(=O)N1C(CCCC1)C)C 2,2-dimethyl-3-(3-(4-(2-methylpiperidine-1-carbonyl)thiazol-2-yl)-1,2,4-oxadiazol-5-yl)propan